O1CCN(CC1)C=1N=C(C2=C(N1)N(CC2)C(CC2=CC=CC=C2)=O)C2=CC=NC=C2 1-(2-morpholino-4-(pyridin-4-yl)-5,6-dihydro-7H-pyrrolo[2,3-d]pyrimidin-7-yl)-2-phenylethan-1-one